C(C1=CC=CC=C1)SC1=CC(=C(C=C1)NC1=NC=C(C(=N1)N1C[C@@H](CCC1)C(F)F)C(F)(F)F)C N-(4-benzylsulfanyl-2-methyl-phenyl)-4-[(3R)-3-(difluoromethyl)-1-piperidyl]-5-(trifluoromethyl)pyrimidin-2-amine